5-azaquinoline N1=CC=CC2=NC=CC=C12